C(CC=CCCCC(=O)OC)(=O)OC dimethyl 3-octenedioate